FC1=CC(=NC=C1C1=CC2=CC=CC=C2C=C1)S(=O)(=O)CC1=CC=CC=C1 4-fluoro-5-(naphthalen-2-yl)-2-toluenesulfonylpyridine